CP(C1=C(N)C=CC=C1)C 2-(Dimethylphosphino)aniline